1-[(2R,4S,5R)-4-[(tert-butyldimethylsilyl)oxy]-5-{[(tertbutyldimethylsilyl)oxy]methyl}-5-(hydroxymethyl)oxolan-2-yl]-3H-pyrimidine [Si](C)(C)(C(C)(C)C)O[C@H]1C[C@@H](O[C@]1(CO)CO[Si](C)(C)C(C)(C)C)N1CNCC=C1